3-(vinyloxy)propane C(=C)OCCC